N1(N=CC=C1)CC1(CN(C1)C1=CC=C(C=N1)C=1C=2N(C=C(C1)OCC(C)(C)O)N=CC2C#N)N 4-(6-(3-((1H-pyrazol-1-yl)methyl)-3-aminoazetidin-1-yl)pyridin-3-yl)-6-(2-hydroxy-2-methylpropyloxy)pyrazolo[1,5-a]pyridine-3-carbonitrile